C(C)OC=1C=C(C=CC1O)/C=C/C(=O)C1=CC=C(C=C1)N1C(CCC1)=O 1-[4-[(E)-3-(3-Ethoxy-4-hydroxyphenyl)prop-2-enoyl]phenyl]pyrrolidin-2-one